(1R,5S,6s)-3-(5-((3-fluorophenyl)ethynyl)-2,3-dihydro-1H-inden-1-yl)-3-azabicyclo[3.1.0]hexane-6-carboxylic acid FC=1C=C(C=CC1)C#CC=1C=C2CCC(C2=CC1)N1C[C@H]2C([C@H]2C1)C(=O)O